C(#N)C1=C(CC2=NC3=C(N2CCOC)C=C(C=C3)C(=O)O)C=CC(=C1F)C1=NC(=CC=C1)OCC1=C(C=C(C=C1)C#N)F (2-cyano-4-(6-((4-cyano-2-fluorobenzyl)oxy)pyridin-2-yl)-3-fluorobenzyl)-1-(2-methoxyethyl)-1H-benzo[d]imidazole-6-carboxylic acid